COC1=NC=C(C(=N1)OC)C1=C(C=CC=C1)B(O)O (2,4-dimethoxypyrimidin-5-yl)phenylboronic acid